C(=O)(OC(C)(C)C)N1[C@@H](CC1)CO (S)-1-Boc-2-Hydroxymethylazetidine